CO[Si](CCC[Se][Se]CCC[Si](OC)(OC)OC)(OC)OC bis[3-(trimethoxysilyl) propyl] diselenide